ClC=1C=C2C(=NN(C2=CC1)C1=C(C=C(C(=O)NS(=O)(=O)C)C=C1)F)C1=C(C=CC=C1)F 4-(5-chloro-3-(2-fluorophenyl)-1H-indazol-1-yl)-3-fluoro-N-(methylsulfonyl)benzamide